C(C)(C)(C)OC(=S)[S-] tert-butoxymethanedithioate